CCOCCOCCC(=O)O 3-[2-(2-ethoxy)-ethoxy]-propionic acid